6-amino-5-(1-oxo-1,2,3,4-tetrahydroisoquinolin-6-yl)pyridin NC1=C(C=CC=N1)C=1C=C2CCNC(C2=CC1)=O